FC1=C(C=C(C=C1)OC)C1=C(N=C(C=2N1N=CC2)N2CCC1(CC2)[C@@H](C=2C(=NC=CC2)C1)N[S@](=O)C(C)(C)C)C (R)-N-[(5S)-1'-[7-(2-fluoro-5-methoxy-phenyl)-6-methyl-pyrazolo[1,5-a]pyrazin-4-yl]spiro[5,7-dihydro-cyclopenta[b]pyridin-6,4'-piperidin]-5-yl]-2-methyl-propane-2-sulfinamide